(3S,4r,5R)-1-(spiro[2.5]oct-6-ylmethyl)piperidine-3,4,5-triol C1CC12CCC(CC2)CN2C[C@@H](C([C@@H](C2)O)O)O